1-[5-(difluoromethoxy)-2-fluoro-phenyl]-3,3-dimethyl-N-(4-methyl-1,1-dioxo-thian-4-yl)-2-oxo-indoline-5-carboxamide FC(OC=1C=CC(=C(C1)N1C(C(C2=CC(=CC=C12)C(=O)NC1(CCS(CC1)(=O)=O)C)(C)C)=O)F)F